COCCN1CCN(CC1)C1=CC=C(C=N1)C=1C=C(C2=C(N(C=N2)C)C1)C1=CC=C(C=C1)N1CCC2(CN(C2)C2COC2)CC1 7-(4-(6-(6-(4-(2-methoxyethyl)piperazin-1-yl)pyridin-3-yl)-1-methyl-1H-benzo[d]imidazol-4-yl)phenyl)-2-(oxetan-3-yl)-2,7-diazaspiro[3.5]nonane